[Cl-].C(C=C)[NH+](CCCC(=O)O)CC=C N,N-diallyl-N-(3-carboxypropyl)ammonium chloride